5-([1,1'-biphenyl]-4-yl)-1-methyl-1H-benzo[d][1,2,3]triazole C1(=CC=C(C=C1)C1=CC2=C(N(N=N2)C)C=C1)C1=CC=CC=C1